(4-(4-chloro-1-methyl-1H-imidazol-2-yl)phenyl)methylamine ClC=1N=C(N(C1)C)C1=CC=C(C=C1)CN